3-oxopropionitrile hydrochloride Cl.O=CCC#N